N-[(1H-benzimidazol-2-yl)methyl]-8-cyclopropyl-2-[(3R,5S)-3,5-dimethylpiperazin-1-yl]pyrazolo[1,5-a][1,3,5]triazin-4-amine N1C(=NC2=C1C=CC=C2)CNC2=NC(=NC=1N2N=CC1C1CC1)N1C[C@H](N[C@H](C1)C)C